C1(CC1)C(=C)B1OC(C(O1)(C)C)(C)C 2-(1-cyclopropylvinyl)-4,4,5,5-tetramethyl-1,3,2-dioxaborolan